CC1=CC(CC(N1)C1=CC=CC=C1)=O 6-methyl-2-phenyl-2,3-dihydropyridine-4(1H)-one